FC(OC=1C=C(C=CC1)C=1C=C(OC1C)C(=O)NC1=NC(=NS1)CC(C)=O)F 4-(3-(Difluoromethoxy)phenyl)-5-methyl-N-(3-(2-oxopropyl)-1,2,4-thiadiazol-5-yl)furan-2-carboxamide